NC1=NC=C(C=C1OCC=1C=C(C=CC1)NC(C1=CC=CC=C1)=O)Cl N-(3-(((2-amino-5-chloropyridin-3-yl)oxy)methyl)phenyl)benzamide